C(=NN)N=N.C(=NN)N=N Diformazan